C=C1OCCC1 2-methyl-yl-tetrahydrofuran